3-(2-chloro-4'-(4,4,5,5-tetramethyl-1,3,2-dioxaborolan-2-yl)-[1,1'-biphenyl]-3-yl)piperidine-2,6-dione ClC1=C(C=CC=C1C1C(NC(CC1)=O)=O)C1=CC=C(C=C1)B1OC(C(O1)(C)C)(C)C